2-thia-6-azaspiro[3.3]heptane, hemioxalate salt C(C(=O)O)(=O)O.C1SCC12CNC2.C2SCC21CNC1